FC(C)(F)C1=NC(=CC(=N1)NC1=CC(=NC=C1C=1N=C2COCCN2C1)NC(C)=O)C N-(4-((2-(1,1-difluoroethyl)-6-methylpyrimidin-4-yl)amino)-5-(5,6-dihydro-8H-imidazo[2,1-c][1,4]oxazin-2-yl)pyridin-2-yl)acetamide